4-chloro-3-fluoro-N-(4-fluoro-3-(3-morpholinoquinoxaline-6-carbonyl)phenyl)benzamide Methyl-(S)-7-((tert-butoxycarbonyl)glycyl)-1,4-dioxa-7-azaspiro[4.4]nonane-8-carboxylate COC(=O)[C@H]1N(CC2(OCCO2)C1)C(CNC(=O)OC(C)(C)C)=O.ClC1=C(C=C(C(=O)NC2=CC(=C(C=C2)F)C(=O)C=2C=C3N=C(C=NC3=CC2)N2CCOCC2)C=C1)F